N-(4-(5-(2-(3,3-difluoropiperidin-1-yl)-6-methylpyrimidin-4-yl)-1,3,4-thiadiazol-2-yl)-3-(6-azaspiro[2.5]octan-6-yl)phenyl)-2-hydroxyethane-1-sulfonamide FC1(CN(CCC1)C1=NC(=CC(=N1)C1=NN=C(S1)C1=C(C=C(C=C1)NS(=O)(=O)CCO)N1CCC2(CC2)CC1)C)F